CN(CCC1(C(C=C(C=C1)NC1=NC=C(C(=N1)C1=CNC2=C(C=CC=C12)OC)C(F)(F)F)N)NC)C 1-(2-(dimethylamino)ethyl)-N4-(4-(7-methoxy-1H-indol-3-yl)-5-(trifluoromethyl)pyrimidin-2-yl)-N1-methylbenzene-1,2,4-triamine